COCCNCC(=O)O N-(methoxy-ethyl)-glycine